(2RS)-4,4-difluoro-2-(4-fluorophenyl)-N-[4-(5,7,7-trimethyl-4-oxo-3-phenyl-4,5,6,7-tetrahydro-1H-pyrrolo[3,2-c]pyridin-2-yl)pyridin-2-yl]butanamide FC(C[C@@H](C(=O)NC1=NC=CC(=C1)C1=C(C=2C(N(CC(C2N1)(C)C)C)=O)C1=CC=CC=C1)C1=CC=C(C=C1)F)F |r|